methyl N-[4-[6-[(4-chlorophenyl)-propyl-carbamoyl]imidazo[1,2-a]pyridin-3-yl]phenyl]carbamate ClC1=CC=C(C=C1)N(C(=O)C=1C=CC=2N(C1)C(=CN2)C2=CC=C(C=C2)NC(OC)=O)CCC